(S)-4-acetamido-5-(((S)-1-((2-methyl-5-(4-(methylamino)butoxy)benzyl)amino)-1-oxo-4-phenylbutan-2-yl)amino)-5-oxopentanoic acid C(C)(=O)N[C@@H](CCC(=O)O)C(=O)N[C@H](C(=O)NCC1=C(C=CC(=C1)OCCCCNC)C)CCC1=CC=CC=C1